4-(benzyloxy)-3-nitrobenzyl methanesulfonate CS(=O)(=O)OCC1=CC(=C(C=C1)OCC1=CC=CC=C1)[N+](=O)[O-]